2-methyl-hexadecan-1,2-diol CC(CO)(CCCCCCCCCCCCCC)O